3-(Pentadecyloxy)-5-(tetradecyloxy)benzyl 4-(4-methylpiperazin-1-yl)butanoate CN1CCN(CC1)CCCC(=O)OCC1=CC(=CC(=C1)OCCCCCCCCCCCCCC)OCCCCCCCCCCCCCCC